6-Methyl-4a-phenyloctahydro-2H-benzo[b][1,4]oxazine CC1CC2(C(OCCN2)CC1)C1=CC=CC=C1